C(C)(C)(C)NC=1C(=CC=CC1)N N-(tert-butyl)benzene-1,2-diamine